(((5S,7R)-7-Hydroxy-3-(5-(2-((4-methoxybenzyl)oxy)propan-2-yl)pyrazin-2-yl)-2-oxo-1-oxa-3-azaspiro[4.5]decan-7-yl)methyl)-1H-benzo[d]imidazole-6-carbonitrile Copper(I) iodide [Cu]I.O[C@]1(C[C@]2(CN(C(O2)=O)C2=NC=C(N=C2)C(C)(C)OCC2=CC=C(C=C2)OC)CCC1)CN1C=NC2=C1C=C(C=C2)C#N